OC(CCN1N=CC2=CC(=C(C=C12)N1CCOCC1)NC(C1=CC(=CC=C1)[N+](=O)[O-])=O)(C)C N-(1-(3-hydroxy-3-methylbutyl)-6-morpholino-1H-indazol-5-yl)-3-nitrobenzamide